(5S*,8R*)-N-(2-chloro-4-fluorobenzyl)-5-fluoro-8-hydroxy-8-((3-hydroxyazetidin-1-yl)methyl)-5,6,7,8-tetrahydroquinoline-5-carboxamide ClC1=C(CNC(=O)[C@]2(C=3C=CC=NC3[C@@](CC2)(CN2CC(C2)O)O)F)C=CC(=C1)F |o1:7,14|